1'-(3-chlorophenyl)-1',2'-dihydrospiro[cyclopentane-1,3'-pyrrolo[3,2-b]pyridine]-5'-carboxamide ClC=1C=C(C=CC1)N1CC2(C3=NC(=CC=C31)C(=O)N)CCCC2